[(1S)-1-cyano-2-{3'-[(methylsulfonyl)oxy]biphenyl-4-yl}ethyl]carbamoyl-1,4-oxazepane-4-carboxylate C(#N)[C@H](CC1=CC=C(C=C1)C1=CC(=CC=C1)OS(=O)(=O)C)NC(=O)OC(=O)N1CCOCCC1